tert-butyl (3R,5S)-4,4-difluoro-3-hydroxy-5-methyl-piperidine-1-carboxylate FC1([C@@H](CN(C[C@@H]1C)C(=O)OC(C)(C)C)O)F